C(CCCCCCCCCCC)OC1=C(CN2CCCCC2)C=C(C=C1OC)CC 1-(2-dodecyloxy-5-ethyl-3-methoxybenzyl)piperidine